dihexylcarboxamide C(CCCCC)N(C=O)CCCCCC